C1(CC1)C=1C=C(C=2N(C1)C=C(N2)CNC2=CC=C1C(C=C(NC1=C2)[C@@H]2[C@H](C2)C2=NC=CC(=N2)C)=O)N2C(N(C(C2)=O)C)=O |o1:24,25| (6-cyclopropyl-2-(((2-((1S*,2S*)-2-(4-methylpyrimidin-2-yl)cyclopropyl)-4-oxo-1,4-dihydroquinolin-7-yl)amino)methyl)imidazo[1,2-a]pyridin-8-yl)-3-methylimidazolidine-2,4-dione